C(C)(C)(C)C1=CC=C(C=C1)N(C(=O)[C@@H]1NC[C@@H](C1)OC)C(C(=O)NC1CCC(CC1)(F)F)(C)C1=NC=CN=C1 (2R,4R)-N-(4-(tert-butyl)phenyl)-N-(1-((4,4-difluorocyclohexyl)amino)-1-oxo-2-(pyrazin-2-yl)propan-2-yl)-4-methoxypyrrolidine-2-carboxamide